C(=O)(OC(C)(C)C)N1CCN(CC1)C(\C(=C\C1=CC=C(C=C1)O)\C#N)=O (E)-4-Boc-1-(alpha-cyano-4-hydroxycinnamoyl)piperazine